C(C1=CC=CC=C1)(=O)N1C(C2=CC=C(C=C2C1=O)C)=O 2-benzoyl-5-methylisoindoline-1,3-dione